1H-benzimidazole-5-benzamide N1C=NC2=C1C=CC(=C2)C2=CC=CC=C2C(=O)N